3-((2R,6S)-2,6-bis(3-methylpyridin-2-yl)piperidin-1-yl)propan-1-ol CC=1C(=NC=CC1)[C@@H]1N([C@@H](CCC1)C1=NC=CC=C1C)CCCO